L-methionyl-N1-(2-{[(benzyloxy)carbonyl]amino}ethyl)-L-isoleucinamide N[C@@H](CCSC)C(=O)N[C@@H]([C@@H](C)CC)C(=O)NCCNC(=O)OCC1=CC=CC=C1